6-(benzyloxy)furo[2,3-c][1,2,4]triazolo[1,5-a]pyridine-5-carboxylic acid C(C1=CC=CC=C1)OC=1C2=C(C=3N(C1C(=O)O)N=CN3)OC=C2